Cl.FC(C=1C=C(C=CC1)N1CCNCC1)(F)F 1-(3-trifluoromethylphenyl)piperazine hydrochloride